ClC1=CC=C(C=C1)C1CC(C=C(C1)NC1=CC=CC=C1)=O 4'-chloro-5-(phenylamino)-1,6-dihydro-[1,1'-biphenyl]-3(2H)-one